3-{2-[(tert-butyldimethylsilyl)oxy]ethyl}-3-azabicyclo[3.2.2]nonan-1-amine [Si](C)(C)(C(C)(C)C)OCCN1CC2(CCC(C1)CC2)N